ETHYLENCYANOHYDRIN C(CO)C#N